N1=C(C=CC=C1)NC(C(CCCCC#N)(C#CC1=CC(=CC=C1)Cl)C1=CC=CC=C1)=O N-(pyridin-2-yl)-6-cyano-2-phenyl-2-((3-chlorophenyl)ethynyl)hexanamide